N1-(5-chloro-2-(2-methoxyethoxy)benzyl)cyclohexane-1,4-diamine hydrochloride Cl.ClC=1C=CC(=C(CNC2CCC(CC2)N)C1)OCCOC